1,1,1-Tri-(4-hydroxy-phenyl)-ethan OC1=CC=C(C=C1)C(C)(C1=CC=C(C=C1)O)C1=CC=C(C=C1)O